1-methyl-1-stearoylaminoethyl-2-stearoylimidazoline methylsulfate COS(=O)(=O)O.CC(C)(NC(CCCCCCCCCCCCCCCCC)=O)N1C(=NCC1)C(CCCCCCCCCCCCCCCCC)=O